FC1=CC=C(C=C1)N(C(=O)[C@H]1N(C(N(C1)C(=O)OC(C)(C)C)=O)C1=NC(=CC(=C1)C(F)(F)F)C)CC#C tert-butyl (S)-4-((4-fluorophenyl) (prop-2-yn-1-yl) carbamoyl)-3-(6-methyl-4-(trifluoromethyl) pyridin-2-yl)-2-oxoimidazolidine-1-carboxylate